FC1=C2C=C(N(C2=C(C(=C1)F)F)CC=O)C(=O)OC methyl 4,6,7-trifluoro-1-(2-oxoethyl)-1H-indole-2-carboxylate